methyl 2-(methylsulfanyl)-7-oxo-8-phenyl-5-(trifluoromethanesulfonyloxy)pyrido[2,3-d]pyrimidine-6-carboxylate CSC=1N=CC2=C(N1)N(C(C(=C2OS(=O)(=O)C(F)(F)F)C(=O)OC)=O)C2=CC=CC=C2